7-[2-(3-azabicyclo[3.1.0]hexane-1-yl)ethynyl]-N-(3,4-dichloro-2-fluoro-phenyl)-6-nitro-quinazolin-4-amine C12(CNCC2C1)C#CC1=C(C=C2C(=NC=NC2=C1)NC1=C(C(=C(C=C1)Cl)Cl)F)[N+](=O)[O-]